diisobutyl 4-methyl-2,6-dioxopimelate CC(CC(C(=O)OCC(C)C)=O)CC(C(=O)OCC(C)C)=O